CC1=C(C=CC=C1C)C1=C(C=C(C=C1)C(=O)O)C(NC1COC1)=O 2',3'-Dimethyl-2-(oxetane-3-ylcarbamoyl)-[1,1'-biphenyl]-4-carboxylic acid